2-Mercaptopropan-1-ol SC(CO)C